C(C)(C)(C)[Si](OC[C@@H]1N(CC[C@@H]1N(S(=O)(=O)C)CC1=CC=C(C=C1)OC)C(=O)OC(C)(C)C)(C)C tert-butyl (2R,3S)-2-(((tertbutyldimethylsilyl)oxy)methyl)-3-(N-(4-methoxybenzyl)methylsulfonamido)pyrrolidine-1-carboxylate